magnesium titanium manganese [Mn].[Ti].[Mg]